C(C1=CC=CC=C1)C1(C=C(C=CC1(C)CC1=CC=CC=C1)CCCCCC)C 3,4-dibenzyl-3,4-xylylhexane